BrC=1C=C(C2=C(COC2)C1)F 6-bromo-4-fluoro-1,3-dihydro-2-benzofuran